N[C@@H]1[C@@H](CCCC1)NC=1N=NC(=C(N1)NC1=C2C=CN(C2=CC=C1)CCOCCOCCOCCNC1=C2C(N(C(C2=CC=C1)=O)C1C(NC(CC1)=O)=O)=O)C(=O)N [(1R,2S)-2-aminocyclohexyl]amino-5-[[1-[2-[2-[2-[2-[[2-(2,6-dioxo-3-piperidyl)-1,3-dioxo-isoindolin-4-yl]amino]ethoxy]ethoxy]ethoxy]ethyl]indol-4-yl]amino]-1,2,4-triazine-6-carboxamide